NCC1=NNC(C2=CC=C(C=C12)C=1C=NN(C1N1C(C2=CC(=CC=C2C1)C1CCCC1)=O)C)=O 4-(aminomethyl)-6-(5-(6-cyclopentyl-1-oxoisoindol-2-yl)-1-methyl-1H-pyrazol-4-yl)phthalazin-1(2H)-one